2-hexene-1,6-diol C(C=CCCCO)O